O([C@@H]1[C@H](O)[C@@H](O)[C@H](O)[C@H](O1)CO)CCCCCCCCC n-Nonyl α-D-Glucopyranoside